C(C)(C)C=1C=NN2C1N=C(N=C2NCC2CCN(CC2)C(=O)OC(C)(C)C)S(=O)(=O)C tert-butyl 4-(((8-isopropyl-2-(methylsulfonyl)pyrazolo[1,5-A][1,3,5]triazine-4-yl)amino)methyl)piperidine-1-carboxylate